1-(4-((4-((3-cyclopropyl-phenyl)amino)-7-methoxy-quinazolin-6-yl)oxy)-piperidin-1-yl)prop-2-en-1-one C1(CC1)C=1C=C(C=CC1)NC1=NC=NC2=CC(=C(C=C12)OC1CCN(CC1)C(C=C)=O)OC